OC([C@H](C)NC(=O)C=1C(N(N=C(C1)C1=CC=C(C=C1)OC(F)(F)F)C=1C=NSC1)=O)(C)C N-[(2S)-3-Hydroxy-3-methylbutan-2-yl]-3-oxo-2-(1,2-thiazol-4-yl)-6-[4-(trifluoromethoxy)-phenyl]-2,3-dihydropyridazine-4-carboxamide